Antimony Trisulfide S=[Sb]S[Sb]=S